racemic-2-pyridin-2-yl-cyclohexanol N1=C(C=CC=C1)C1C(CCCC1)O